3-(3-(4-(2-(2-aminopyridin-3-yl)-5-phenyl-3H-imidazo[4,5-b]pyridin-3-yl)phenyl)azetidine-1-carbonyl)-2-fluorobenzoic acid NC1=NC=CC=C1C1=NC=2C(=NC(=CC2)C2=CC=CC=C2)N1C1=CC=C(C=C1)C1CN(C1)C(=O)C=1C(=C(C(=O)O)C=CC1)F